2-({8-methoxy-7-[3-(pyrrolidin-1-yl)propoxy]-1H,2H,3H-cyclopenta[c]quinolin-4-yl}amino)ethan-1-ol trifluoroacetate FC(C(=O)O)(F)F.COC1=CC=2C3=C(C(=NC2C=C1OCCCN1CCCC1)NCCO)CCC3